[Pd](Cl)Cl.C1(=CC=CC=C1)P([C-]1C=CC=C1)C1=CC=CC=C1.[C-]1(C=CC=C1)P(C1=CC=CC=C1)C1=CC=CC=C1.[Fe+2] [1,1'-bis(diphenylphosphanyl)ferrocene] palladium (II) dichloride